COC(=O)C1=CC=C(C=C1)[C@H]1N(CC(N(C1)C)=O)C(=O)OC(C)(C)C tert-Butyl (R)-2-(4-(methoxycarbonyl)phenyl)-4-methyl-5-oxopiperazine-1-carboxylate